O1[C@H](COCC1)COC=1C(=CC(=NC1)NC(C)=O)NC1=NC(=NC(=C1)C)C(C)(F)F (R)-N-(5-((1,4-dioxan-2-yl)methoxy)-4-((2-(1,1-difluoroethyl)-6-methylpyrimidin-4-yl)amino)pyridin-2-yl)acetamide